3-(2-(acetoxy(cyclopropyl)methoxy)-2,2-diphenylacetoxy)spiro[bicyclo[3.2.1]octane-8,1'-pyrrolidin]-8-ium formate C(=O)[O-].C(C)(=O)OC(OC(C(=O)OC1CC2CCC(C1)[N+]21CCCC1)(C1=CC=CC=C1)C1=CC=CC=C1)C1CC1